6-((4-((2-ethyl-4-phenylthiazol-5-yl)oxy)pyridin-2-yl)amino)-N-(2-(4-isopropylpiperazine-1-yl)ethyl)nicotinamide C(C)C=1SC(=C(N1)C1=CC=CC=C1)OC1=CC(=NC=C1)NC1=NC=C(C(=O)NCCN2CCN(CC2)C(C)C)C=C1